C(#N)C=1C(=CC(=C(NC(CC(=O)OCC)=O)C1)C)OC ethyl 3-(5-cyano-4-methoxy-2-methyl-anilino)-3-oxo-propanoate